ClC=1C=CC=2C3=C(C=NC2C1F)N(C([C@H]1N3C[C@@H](N(C1)C(=O)OC(C)(C)C)CS(=O)(=O)C)=O)C tert-butyl (2R,4aS)-10-chloro-9-fluoro-6-methyl-2-((methylsulfonyl) methyl)-5-oxo-1,2,4,4a,5,6-hexahydro-3H-pyrazino[1',2':4,5]pyrazino[2,3-c]quinoline-3-carboxylate